(2Z)-2-[(2,6-dichloropyridin-3-yl)carbonyl]-3-ethoxyacrylic acid ethyl ester C(C)OC(\C(=C/OCC)\C(=O)C=1C(=NC(=CC1)Cl)Cl)=O